C(CCCCCCCCCCCCC)(=O)[NH-] monomyristoylamide